C1(CC1)C1=NC=NC(=C1C1=NC=C(C(=N1)OCC1=CC=C(C=C1)C=1N(C=C(N1)C(F)(F)F)C)C=C(F)F)OC 2-(4-cyclopropyl-6-methoxy-pyrimidin-5-yl)-5-(2,2-difluorovinyl)-4-[[4-[1-methyl-4-(trifluoromethyl)imidazol-2-yl]phenyl]methoxy]pyrimidine